COC1=NC(=NC(=C1)OC)S 4,6-dimethoxy-2-mercaptopyrimidine